CC[C@]1(C[C@@H](C2=C(C3=C(C=C2[C@H]1C(=O)OC)C(=O)C4=C(C3=O)C(=CC=C4)O)O)O[C@H]5C[C@@H]([C@@H]([C@@H](O5)C)O[C@H]6C[C@@H]([C@@H]([C@@H](O6)C)O[C@H]7C=CC(=O)[C@@H](O7)C)O)N(C)C)O The molecule is an anthracycline antibiotic that is aclacinomycin A in which the ketone function on the trisaccharide fragment has undergone 2,3-dehydrogenation to afford the corresponding enone. It has a role as an antimicrobial agent and a metabolite. It is an aminoglycoside, an anthracycline, a member of phenols, a polyketide, a tertiary alcohol, a trisaccharide derivative, an enone, a member of tetracenequinones and a methyl ester. It derives from an aklavinone. It is a conjugate base of an aclacinomycin Y(1+). It is a tautomer of an aclacinomycin Y zwitterion.